3-(3-(4-Vinylbenzyl)isoxazol-5-yl)pyridin-2-amine C(=C)C1=CC=C(CC2=NOC(=C2)C=2C(=NC=CC2)N)C=C1